6-Bromo-8-[2-[tert-butyl(dimethyl)silyl]oxyethyl]-2-methylsulfanyl-pyrido[2,3-d]pyrimidin-7-one BrC1=CC2=C(N=C(N=C2)SC)N(C1=O)CCO[Si](C)(C)C(C)(C)C